N1,N8-bis(2-(2,6-dioxopiperidin-3-yl)-1-oxoisoindolin-4-yl)octanediamide O=C1NC(CCC1N1C(C2=CC=CC(=C2C1)NC(CCCCCCC(=O)NC1=C2CN(C(C2=CC=C1)=O)C1C(NC(CC1)=O)=O)=O)=O)=O